C1CC12CN(CC2)CC2=CC(=NC(=C2)C2CC2)C(=O)NC2=CC(=CC=C2)C2(COC2)CC2=NN=CN2C 4-((5-azaspiro[2.4]heptan-5-yl)methyl)-6-cyclopropyl-N-(3-(3-((4-methyl-4H-1,2,4-triazol-3-yl)methyl)oxetan-3-yl)phenyl)picolinamide